2-chloro-4-hydroxy-5-iodobenzonitrile ClC1=C(C#N)C=C(C(=C1)O)I